methyl 4-(2-(piperazin-1-yl)propan-2-yl)benzoate N1(CCNCC1)C(C)(C)C1=CC=C(C(=O)OC)C=C1